FS(C1=CC=C(N[C@@H]2CC[C@H](CC2)S(=O)(=O)C2=CC=C(C=C2)C=2C=CC=3N(C2)C(=CN3)C(C)C)C=C1)(F)(F)(F)F 4-(pentafluoro-λ6-sulfanyl)-N-[trans-4-{4-[3-(propan-2-yl)imidazo[1,2-a]pyridin-6-yl]benzenesulfonyl}cyclohexyl]aniline